(trityl)-D-asparagine C(C1=CC=CC=C1)(C1=CC=CC=C1)(C1=CC=CC=C1)N[C@H](CC(N)=O)C(=O)O